CN(C1=CC=C(CNC2=C(C=C(C=C2)F)C(=O)N2CCC(CC2)OC2=NC=C(C=C2)C=2C(=NOC2C)C)C=C1)C (2-((4-(dimethylamino)benzyl)amino)-5-fluorophenyl)(4-((5-(3,5-dimethylisoxazol-4-yl)pyridin-2-yl)oxy)piperidin-1-yl)methanone